COC=1C(=C2C=CN(C2=C(C1)C)C(=O)OC(C)(C)C)CN1C(CNCC1)C1=CC=C(C=C1)C(=O)OC tert-Butyl 5-methoxy-4-((2-(4-(methoxycarbonyl)phenyl)piperazin-1-yl)methyl)-7-methyl-1H-indole-1-carboxylate